FC([C@@H]1[C@H](C1)C#N)(C=1N=C2N(N1)[C@@H](C[C@@H]2F)C2=CC=CC=C2)F |&1:12,14| (1s,2s)-2-[difluoro-[rac-(5s,7s)-7-fluoro-5-phenyl-6,7-dihydro-5H-pyrrolo[1,2-b][1,2,4]triazol-2-yl]methyl]cyclopropanecarbonitrile